3-cyclopropoxy-1-(oxetan-3-yl)-1H-pyrazol C1(CC1)OC1=NN(C=C1)C1COC1